(S)-2-(4-(1-Acetyl-2-methyl-1,2,3,4-tetrahydroquinolin-6-yl)phenyl)acetic acid C(C)(=O)N1[C@H](CCC2=CC(=CC=C12)C1=CC=C(C=C1)CC(=O)O)C